N-(4-amino-1H-pyrazolo[4,3-c]pyridin-7-yl)-N'-isopropyl-N'-[[2-(trifluoromethyl)phenyl]methyl]oxamide NC1=NC=C(C2=C1C=NN2)NC(=O)C(=O)N(CC2=C(C=CC=C2)C(F)(F)F)C(C)C